5-((5-chloro-2-((2r,6s)-2,6-dimethylmorpholino)pyrimidin-4-yl)amino)-6-fluoro-3-(3-hydroxy-3-methylbutyl)-1-methyl-1,3-dihydro-2H-benzo[d]imidazol-2-one ClC=1C(=NC(=NC1)N1C[C@H](O[C@H](C1)C)C)NC1=CC2=C(N(C(N2CCC(C)(C)O)=O)C)C=C1F